ClC=1C=C2C(=CN=C(C2=CN1)OC)[C@H](CC)N[S@@](=O)C(C)(C)C (S)-N-((S)-1-(6-Chloro-1-methoxy-2,7-naphthyridin-4-yl)propyl)-2-methylpropane-2-sulfinamide